benzo[B]fluoranthene-d12 [2H]C1=C(C(=C2C3=C4C(=C(C(=C3[2H])[2H])[2H])C5=C(C(=C(C(=C5C4=C(C2=C1[2H])[2H])[2H])[2H])[2H])[2H])[2H])[2H]